(R*)-(3-amino-4,5,6,7-tetrahydropyrazolo[3,4-c]pyridin-2-yl)(6-fluoro-1,2,3,4-tetrahydroquinolin-4-yl)methanone NC=1N(N=C2CNCCC21)C(=O)[C@@H]2CCNC1=CC=C(C=C21)F |o1:12|